C(C)(=O)C1=C(C(=C(C(=C1)F)C(C)=O)N)F 1,4-diacetyl-amino-2,5-difluorobenzene